N1=CC=CC2=C(C=CC=C12)C1=CC2=C(NC(N2)=O)C=C1 5-Quinolin-5-yl-1,3-dihydro-benzimidazol-2-one